[(3aS,7aS)-3a-(3,4-dimethoxyphenyl)-1-methyl-3,4,7,7a-tetrahydro-2H-indol-6-yl] 3,4,5-trimethoxybenzoate COC=1C=C(C(=O)OC2=CC[C@]3(CCN([C@H]3C2)C)C2=CC(=C(C=C2)OC)OC)C=C(C1OC)OC